CCCCCCCCCCCCCC(=O)OC[C@H](COP(=O)(O)OC[C@H](CO)O)OC(=O)CC/C=C\C/C=C\C/C=C\C/C=C\C/C=C\C/C=C\CC 1-tetradecanoyl-2-(4Z,7Z,10Z,13Z,16Z,19Z-docosahexaenoyl)-glycero-3-phospho-(1'-sn-glycerol)